C(C)(=O)O.C(C=C)C1=C(C=CC=C1)P(C1=CC=CC=C1)C1=CC=CC=C1 allyl-(triphenylphosphine) acetate